(3r,5r)-3-fluoro-5-hydroxypiperidine-1-carboxylic acid tert-butyl ester C(C)(C)(C)OC(=O)N1C[C@@H](C[C@H](C1)O)F